2,6-difluoro-N-((5-(thiophen-2-yl)-1,3,4-oxadiazol-2-yl)methyl)benzamide FC1=C(C(=O)NCC=2OC(=NN2)C=2SC=CC2)C(=CC=C1)F